(E)-N-(4-aminophenyl)-3-(pyridin-3-yl)acrylamide ethyl-1-amino-3-(hexyloxy)-4-oxo-1,4-dihydropyridine-2-carboxylate C(C)OC(=O)C=1N(C=CC(C1OCCCCCC)=O)N.NC1=CC=C(C=C1)NC(\C=C\C=1C=NC=CC1)=O